C(C)(C)C1=C(NC2=CC=C(C=C12)C1CCN(CC1)CCNC(C)=O)C=1C=C(C=2N(C1)N=CN2)OC N-(2-(4-(3-isopropyl-2-(8-methoxy-[1,2,4]triazolo[1,5-a]pyridin-6-yl)-1H-indol-5-yl)piperidin-1-yl)ethyl)acetamide